C(C)(C)(C)OC(N(C)CCN(C)CC=1C(=C2N(N1)CCC2)C2=CCC(CC2)(CC)COCC)=O tert-Butyl-(2-(((3-(4-(ethoxymethyl)-4-ethylcyclohex-1-en-1-yl)-5,6-dihydro-4H-pyrrolo[1,2-b]pyrazol-2-yl)methyl)(methyl)amino)ethyl)(methyl)carbamate